FC1=CC=C(C=C1)CCC(=O)NC=1C=CC2=C(C1)COC1=CN=CC=C12 3-(4-fluorophenyl)-N-(6H-isochromeno[3,4-c]pyridin-8-yl)propanamide